1-cyclohexyl-3-(5-(1-cyclopentyl-7-(methylamino)-2-oxo-1,2-dihydropyrido[4,3-d]pyrimidin-3(4H)-yl)-2-fluorophenyl)urea C1(CCCCC1)NC(=O)NC1=C(C=CC(=C1)N1C(N(C2=C(C1)C=NC(=C2)NC)C2CCCC2)=O)F